COC(=O)C1(CNC2=CC(=CC=C12)CC1=CC=C(C=C1)F)C 6-(4-fluorobenzyl)-3-methylindoline-3-carboxylic acid methyl ester